(S)-N-(2,5-diaminopentyl)-6-(4-fluorophenoxy)-1H-indole-2-carboxamide hydrogen chloride salt Cl.N[C@H](CNC(=O)C=1NC2=CC(=CC=C2C1)OC1=CC=C(C=C1)F)CCCN